7-(2-bromo-3-(9H-carbazol-9-yl)phenyl)-7H-dibenzo[b,g]carbazole BrC1=C(C=CC=C1N1C2=CC=CC=C2C=2C=CC=CC12)N1C2=CC=C3C(=C2C=2C=C4C(=CC12)C=CC=C4)C=CC=C3